2,5-Dimethoxy-4-Methyl-Amphetamine COC1=C(CC(N)C)C=C(C(=C1)C)OC